(S)-4-((6-(1-cyclopropyl-1H-pyrazol-4-yl)-1-methyl-2-oxo-1,2,3,4-tetrahydroquinolin-7-yl)amino)-2-(2,6-dioxopiperidin-3-yl)isoindoline-1,3-dione C1(CC1)N1N=CC(=C1)C=1C=C2CCC(N(C2=CC1NC1=C2C(N(C(C2=CC=C1)=O)[C@@H]1C(NC(CC1)=O)=O)=O)C)=O